5,5a,6,6a-tetrahydro-4H-cyclopropa[e][1,2,3]oxadiazolo[3,4-a]pyridin-7-ium-3-olate N=1OC(=C2[N+]1C1C(CC2)C1)[O-]